8-cyano-2,6-diazaspiro[3.4]octane-2-carboxylic acid tert-butyl ester C(C)(C)(C)OC(=O)N1CC2(C1)CNCC2C#N